C(C)OC1=C2C=CC(OC2=CC=C1)=O d-5-ethoxycoumarin